5-t-butylsalicylaldehyde C(C)(C)(C)C1=CC=C(C(C=O)=C1)O